2-(2,6-dioxopiperidin-3-yl)-5-(2,8-diazaspiro[4.5]dec-2-yl)isoindole-1,3-dione O=C1NC(CCC1N1C(C2=CC=C(C=C2C1=O)N1CC2(CC1)CCNCC2)=O)=O